(E)-6-((2-(amino-methyl)-3-fluoro-allyl)oxy)-N-(tert-butyl)benzo[d]-oxazol-2-amine 4-methylbenzene-sulfonate CC1=CC=C(C=C1)S(=O)(=O)O.NC/C(/COC1=CC2=C(N=C(O2)NC(C)(C)C)C=C1)=C\F